ClC1=CC2=C(C=N1)C(=NN2CC2(CCOCC2)CO)C#CC2CN(C2)C (4-((6-chloro-3-((1-methyl-azetidin-3-yl)ethynyl)-1H-pyrazolo[4,3-c]pyridin-1-yl)methyl)tetrahydro-2H-pyran-4-yl)methanol